N1(C=NC=C1)CCCNC1=C(C=C(C=C1)F)C=1OC2=C(C(C1O)=O)C(=CC(=C2)O)O 2-(2-((3-(1H-imidazol-1-yl)propyl)amino)-5-fluorophenyl)-3,5,7-trihydroxy-4H-benzopyran-4-one